O1C=2C(OCC1COCCCCS(=O)(=O)O)=CSC2 4-(2,3-dihydrothieno[3,4-b][1,4]dioxin-2-yl-methoxy)-1-butanesulfonic acid